CC1OC=CC=C1 methyl-2H-pyran